N-(((2S,5S)-5-(4-chlorobenzyl)-4-(4-(1,5-dimethyl-1H-pyrazol-3-yl)cyclohexyl)morpholin-2-yl)methyl)-1H-imidazole-4-carboxamide hydrochloride Cl.ClC1=CC=C(C[C@H]2CO[C@H](CN2C2CCC(CC2)C2=NN(C(=C2)C)C)CNC(=O)C=2N=CNC2)C=C1